ClC1=NC=2C=3C=C(C=NC3OC2C(=N1)N1CCOCC1)C=O 4-chloro-6-(morpholin-4-yl)-8-oxa-3,5,10-triazatricyclo[7.4.0.02,7]Tridec-1(9),2(7),3,5,10,12-hexa-ene-12-carbaldehyde